ClC=1C=NC=CC1C1CN(C1)[C@@H]1[C@H](CCCC1)OC=1C=C2CN(C(C2=CC1)=O)C1C(NC(CC1)=O)=O 3-(5-(((1S,2S)-2-(3-(3-chloropyridin-4-yl)azetidin-1-yl)cyclohexyl)oxy)-1-oxoisoindolin-2-yl)piperidine-2,6-dione